O=C1NC(CCC1N1C(C2=CC=CC(=C2C1=O)NCC1=CC(=CC=C1)CO)=O)=O 2-(2,6-dioxopiperidin-3-yl)-4-({[3-(hydroxymethyl)phenyl]methyl}amino)-2,3-dihydro-1H-isoindole-1,3-dione